5-bromo-2-(4,4-difluorobutoxy)benzaldehyde BrC=1C=CC(=C(C=O)C1)OCCCC(F)F